[4-[3-(2-Aminoethoxy)propyl]-3-methyl-2-oxo-benzimidazol-1-yl]piperidine-2,6-dione NCCOCCCC1=CC=CC=2N(C(N(C21)C)=O)N2C(CCCC2=O)=O